4-(4-(4-Cyano-4-methylpiperidin-1-yl)-6,8-difluoroquinoline-3-carbonyl)-N,N-dimethylpiperazine-1-carboxamide C(#N)C1(CCN(CC1)C1=C(C=NC2=C(C=C(C=C12)F)F)C(=O)N1CCN(CC1)C(=O)N(C)C)C